(S)-indoline-2-carboxylate N1[C@@H](CC2=CC=CC=C12)C(=O)[O-]